N[C@H](C(=O)N[C@H](C(=O)O)CC1=CC(=C(C=C1)OC)OC)CC1=CC=CC=C1 (2S)-2-[[(2S)-2-amino-3-phenylpropanoyl]amino]-3-(3,4-dimethoxyphenyl)propanoic acid